2,5-dichloro-3-((6-oxo-4-(1,1,2,2-tetrafluoroethyl)-1,6-dihydropyrimidin-5-yl)oxy)benzonitrile ClC1=C(C#N)C=C(C=C1OC1=C(N=CNC1=O)C(C(F)F)(F)F)Cl